C(C)(C)(C)OC(C1=C(C=C(C(=C1)F)N1N=C(N(C1=O)C)C1CCC1)F)=O 4-(3-cyclobutyl-4-methyl-5-oxo-4,5-dihydro-1H-1,2,4-triazol-1-yl)-2,5-difluorobenzoic acid tert-butyl ester